BrC=1C=CC(=C(C1)N(S(=O)(=O)C1=CC=C(C=C1)[N+](=O)[O-])[C@H](CN1N=NN=C1)C)F N-(5-bromo-2-fluorophenyl)-4-nitro-N-[(2S)-1-(1H-tetrazol-1-yl)propan-2-yl]benzene-1-sulfonamide